hydroxy-N-(3-oxo-3-(3-oxo-3,4-dihydroquinoxalin-1(2H)-yl)propyl)acetamide OCC(=O)NCCC(N1CC(NC2=CC=CC=C12)=O)=O